CC(=O)N[C@@H](CC(=O)O)C(=O)N[C@@H](CCC(=O)O)C(=O)O The molecule is a dipeptide composed of N-acetyl-L-aspartic acid and L-glutamic acid joined by a peptide linkage. It has a role as a human metabolite. It derives from a N-acetyl-L-aspartic acid and a L-glutamic acid. It is a conjugate acid of an Ac-Asp-Glu(3-).